C(C)(C)(C)C=1N=C(SC1)NC(C(F)N1C(C=C(C(=C1)OC)C1=C(C=CC(=C1)Cl)C#N)=O)=O N-(4-(tert-butyl)thiazol-2-yl)-2-(4-(5-chloro-2-cyanophenyl)-5-methoxy-2-oxopyridin-1(2H)-yl)-2-fluoroacetamide